C(C)(C)C(C(C)=O)(C(C)=O)C(C)C diisopropyl-(acetylacetone)